FC(S(=O)(=O)OC=1CCOCC1C(=O)OC)(F)F methyl 4-(trifluoromethylsulfonyloxy)-3,6-dihydro-2H-pyran-5-carboxylate